COC(C=C)=O.C1=CC=CC2=CC=CC=C12 Naphthalene methyl-acrylate